7-methoxy-7-phenyl-2-azaspiro[3.5]nonan COC1(CCC2(CNC2)CC1)C1=CC=CC=C1